ClC1=C2CCC(NC2=CC=C1)C1=CC=C(C(=O)N)C=C1 4-(5-Chloro-1,2,3,4-tetrahydroquinolin-2-yl)benzamide